(E)-7-chloro-10H-phenoxazine-3-carbaldehyde oxime ClC=1C=C2OC=3C=C(C=CC3NC2=CC1)/C=N/O